C(C1=CC=CC=C1)=C1C(=NN(C1=O)C1=CC=C(C=C1)C)C 4-benzylidene-3-methyl-1-(4-tolyl)-1H-pyrazol-5(4H)-one